2-[[4-[1-methyl-4-(4-pyridinyl)pyrazol-3-yl]phenoxy]methyl]quinoline-4-carboxylic acid ammonium salt [NH4+].CN1N=C(C(=C1)C1=CC=NC=C1)C1=CC=C(OCC2=NC3=CC=CC=C3C(=C2)C(=O)[O-])C=C1